rel-(S)-(5-(2-Methylpyridin-4-yl)isochroman-1-yl)methanamine hydrochloride salt Cl.CC1=NC=CC(=C1)C1=C2CCO[C@@H](C2=CC=C1)CN |o1:13|